C1N(CCC2=CC=CC=C12)[C@H]1[C@@H](CNCC1)O trans-4-(3,4-dihydroisoquinolin-2(1H)-yl)piperidine-3-ol